ClC=1C=C2C(=CN=C(C2=CN1)N1C(CC1)C)CC 6-chloro-4-ethyl-1-(2-methylazetidin-1-yl)-2,7-naphthyridine